methyl (R)-1-(1-(5-(((benzyloxy)carbonyl)(methyl)amino)-1,3-dioxan-2-yl)ethyl)-2-methyl-1H-indole-3-carboxylate C(C1=CC=CC=C1)OC(=O)N(C1COC(OC1)[C@@H](C)N1C(=C(C2=CC=CC=C12)C(=O)OC)C)C